(E)-3-(methylsulfonyl)-1-(8-(2-(piperidin-4-yl)-vinyl)-7-(4-(trifluoro-methyl)phenoxy)-3,4-dihydroisoquinolin-2(1H)-yl)propan-1-one CS(=O)(=O)CCC(=O)N1CC2=C(C(=CC=C2CC1)OC1=CC=C(C=C1)C(F)(F)F)\C=C\C1CCNCC1